3-(4-(4-(((tert-butoxycarbonyl)amino)methyl)phenyl)piperazin-1-yl)propionic acid C(C)(C)(C)OC(=O)NCC1=CC=C(C=C1)N1CCN(CC1)CCC(=O)O